ClC1=CC=C(S1)CNC1=CC(=NN1C(C(C)(C)C)=O)C1CCN(CC1)CC=1N=COC1 1-(5-{[(5-Chlorothiophen-2-yl)methyl]amino}-3-[1-(1,3-oxazol-4-ylmethyl)piperidin-4-yl]-1H-pyrazol-1-yl)-2,2-dimethylpropan-1-on